(6S,9S,12S,15S,18R,19R)-9-(aminomethyl)-19-decyl-6-(hydroxymethyl)-15-isobutyl-16,18-dimethyl-12-[(1R)-1-methylpropyl]-1-oxa-4,7,10,13,16-pentazacyclononadecane-2,5,8,11,14,17-hexone NC[C@H]1C(N[C@H](C(NCC(O[C@@H]([C@H](C(N([C@H](C(N[C@H](C(N1)=O)[C@@H](CC)C)=O)CC(C)C)C)=O)C)CCCCCCCCCC)=O)=O)CO)=O